COB1OC(C2=C1C=CC(=C2)NC2=NC=C(C(=C2)N[C@H](CO)C2=CC=CC=C2)C=2OC(=NN2)C2=NC=CC=C2)(C)C (S)-2-((2-((1-methoxy-3,3-dimethyl-1,3-dihydrobenzo[c][1,2]oxaborol-5-yl)amino)-5-(5-(pyridin-2-yl)-1,3,4-oxadiazol-2-yl)pyridin-4-yl)amino)-2-phenylethan-1-ol